CC(=O)NC1=CC=CC=C1 Acetylaniline